3-[(1-methyl-6-oxopiperidin-3-yl)oxy]-5-(5-methyl-1,3-thiazol-2-yl)-N-{(1R)-1-[2-(trifluoromethyl)pyrimidin-5-yl]ethyl}benzamide CN1CC(CCC1=O)OC=1C=C(C(=O)N[C@H](C)C=2C=NC(=NC2)C(F)(F)F)C=C(C1)C=1SC(=CN1)C